isopropyl-7-(methylthio)-3,4-dihydropyrimido[4,5-d]pyrimidin-2(1H)-one C(C)(C)N1C(NCC=2C1=NC(=NC2)SC)=O